C(C)(C)(C)[C@H]1OC[C@](N1C(=O)OC(C)(C)C)(C(=O)N1CCN(CC1)C(NC1=NC(N(C=C1)C1=CC=C(C=C1)CC(C)=O)=O)=O)C tert-butyl (2R,4S)-2-(tert-butyl)-4-methyl-4-(4-((2-oxo-1-(4-(2-oxopropyl)phenyl)-1,2-dihydropyrimidin-4-yl)carbamoyl)piperazine-1-carbonyl)oxazolidine-3-carboxylate